4-(2-(4-Aminopiperidin-1-yl)-6-(2-chloro-6-methylphenyl)quinazolin-4-yl)-2-fluorobenzonitrile NC1CCN(CC1)C1=NC2=CC=C(C=C2C(=N1)C1=CC(=C(C#N)C=C1)F)C1=C(C=CC=C1C)Cl